FC=1C(=NC(=NC1)NC1CCC(CC1)C(=O)O)C1=CC(=NC=C1)N1C(OCCC1)=O 4-[[5-fluoro-4-[2-(2-oxo-1,3-oxazinan-3-yl)-4-pyridyl]pyrimidin-2-yl]amino]cyclohexanecarboxylic acid